6-Chloro-3-[(1R)-1-[2-(2,2-difluoro-1,3-benzodioxol-5-yl)-3,6-dimethyl-4-oxo-chromen-8-yl]ethoxy]pyridine-2-carboxamide ClC1=CC=C(C(=N1)C(=O)N)O[C@H](C)C=1C=C(C=C2C(C(=C(OC12)C1=CC2=C(OC(O2)(F)F)C=C1)C)=O)C